N1(C=NC=C1)C(COC1=C(N)C(=CC=C1)I)(C)C 2-(2-(1H-imidazol-1-yl)-2-methylpropyloxy)-6-iodoaniline